[I-].C(CC)(=O)OC(CCC)[NH3+] (propionyloxy)butan-1-aminium iodide